(S)-2-((((9H-fluoren-9-yl)methoxy)carbonyl)amino)-3-(3-(4-((3S,4S)-3,4-bis(((1S,2R)-2-phenylcyclopropyl)carbamoyl)pyrrolidine-1-carbonyl)phenyl)-1,2,4-oxadiazol-5-yl)propanoic acid C1=CC=CC=2C3=CC=CC=C3C(C12)COC(=O)N[C@H](C(=O)O)CC1=NC(=NO1)C1=CC=C(C=C1)C(=O)N1C[C@H]([C@@H](C1)C(N[C@@H]1[C@H](C1)C1=CC=CC=C1)=O)C(N[C@@H]1[C@H](C1)C1=CC=CC=C1)=O